5-((6,7-Difluoro-4-methyl-1H-indol-5-yl)oxy)-2-fluorobenzonitrile FC1=C(C(=C2C=CNC2=C1F)C)OC=1C=CC(=C(C#N)C1)F